BrC1=C(C=C2CN(C(C2=C1)=O)C1C(NC(CC1)=O)=O)CN1CCC(CC1)NC1=NC=C(C(=C1)C1=NC(=CC=C1)NCC1(CCOCC1)C#N)Cl 4-(((2'-((1-((6-bromo-2-(2,6-dioxopiperidin-3-yl)-1-oxoisoindolin-5-yl)methyl)piperidin-4-yl)amino)-5'-chloro-[2,4'-bipyridin]-6-yl)amino)methyl)tetrahydro-2H-pyran-4-carbonitrile